C(CCC#CC#CCCCCCCC)(=O)O 4,6-tetradecadiynoic acid